3,6-dimethyl-1-heptynol CC(C#CO)CCC(C)C